CC1=NOC(=C1C1=CC(=NC2=C(N=CC=C12)C1=CC=NN1)N1[C@@H](COCC1)C)C 4-(3,5-dimethyl-1,2-oxazol-4-yl)-2-[(3R)-3-methylmorpholin-4-yl]-8-(1H-pyrazol-5-yl)-1,7-naphthyridine